N-(2-(4-(5,7-dimethoxy-4-oxo-3,4-dihydro-quinazolin-2-yl)-2,6-dimethylphenoxy)ethyl)carboxamide COC1=C2C(NC(=NC2=CC(=C1)OC)C1=CC(=C(OCCNC=O)C(=C1)C)C)=O